O1C(=CC=C1)C(C(=O)C=1OC=CC1)=O 1,2-bis(furan-2-yl)ethanedione